1-(methoxycarbonylpropyl)-4-[2-(4-formylphenyl)vinyl]pyridinium bromide [Br-].COC(=O)CCC[N+]1=CC=C(C=C1)C=CC1=CC=C(C=C1)C=O